N-[3-(6-methoxy-1H-benzo[d]imidazol-2-yl)phenyl]-5-pyridazin-3-yl-pyrimidin-2-amine COC=1C=CC2=C(NC(=N2)C=2C=C(C=CC2)NC2=NC=C(C=N2)C=2N=NC=CC2)C1